N-(4-{1-[(5-fluoropyridin-2-yl)carbonyl]piperidin-4-yl}butyl)imidazo[1,2-a]pyridine-6-carboxamide FC=1C=CC(=NC1)C(=O)N1CCC(CC1)CCCCNC(=O)C=1C=CC=2N(C1)C=CN2